C(C)(=O)[O-].[Mg+2].C(C)(=O)[O-] Magnesium(II) acetate